tert-Butyl-4-(((2-(2,6-dioxopiperidin-3-yl)-1-oxoisoindolin-4-yl)oxy)methyl)piperidine C(C)(C)(C)N1CCC(CC1)COC1=C2CN(C(C2=CC=C1)=O)C1C(NC(CC1)=O)=O